6,6-dipentoxyhexan-1-ol C(CCCC)OC(CCCCCO)OCCCCC